C(C)(C)(C)OC(=O)N1C2CN(CC1CC2)C2=NC(=NC1=C(C(=C(C=C21)C(F)(F)F)Br)F)OCC2CCOCC2.C2(=CC=C(C=C2)CC=2C(=O)NC(C2)=O)CC=2C(=O)NC(C2)=O para-xylylenebismaleimide tert-butyl-3-[7-bromo-8-fluoro-2-(tetrahydropyran-4-ylmethoxy)-6-(trifluoromethyl)quinazolin-4-yl]-3,8-diazabicyclo[3.2.1]octane-8-carboxylate